C(C)(C)(C)[Si](C1=CC=CC=C1)(C1=CC=CC=C1)OCC1=C(C=CC(=C1)C(=C)OCC)[N+](=O)[O-] Tert-butyl-((5-(1-ethoxyvinyl)-2-nitrobenzyl)oxy)diphenylsilane